BrC=1N(C(=CN1)C(=O)N)CC1=CC=C(C=C1)OC 2-bromo-1-(4-methoxybenzyl)-1H-imidazole-5-carboxamide